2-chloro-5-{[(methoxyacetyl)amino]methyl}-N-[1-(6-methylpyridazin-3-yl)-1H-indazol-4-yl]benzamide potassium 4-(4-chlorophenyl)-5-cyano-6-hydroxypyrimidine-2-thioate ClC1=CC=C(C=C1)C1=NC(=NC(=C1C#N)O)C([O-])=S.[K+].ClC1=C(C(=O)NC2=C3C=NN(C3=CC=C2)C=2N=NC(=CC2)C)C=C(C=C1)CNC(COC)=O